n-decanoic acid CCCCCCCCCC(=O)O